COCC1=CC=C(C=C1)B(O)O 4-(methoxymethyl)benzeneboronic acid